4-(5-(m-Tolyl)-7H-pyrrolo[2,3-d]pyrimidin-4-yl)morpholine C1(=CC(=CC=C1)C1=CNC=2N=CN=C(C21)N2CCOCC2)C